Cobalt-lithium [Li].[Co]